2-fluoro-1-(3-(3-(6-(trifluoromethyl)pyridin-3-yl)-1H-pyrazolo[4,3-b]pyridin-1-yl)azetidin-1-yl)prop-2-en-1-one FC(C(=O)N1CC(C1)N1N=C(C2=NC=CC=C21)C=2C=NC(=CC2)C(F)(F)F)=C